C(C)OC1=CC=C(N(CC(CCCC)CC)CC(CCCC)CC)C=C1 4-ethoxy-N,N-bis(2-ethylhexyl)aniline